4-[[(2R,3S,4R,5R)-3-(3,4-Difluoro-2-hydroxy-phenyl)-4,5-dimethyl-5-(trifluoromethyl)tetrahydrofuran-2-carbonyl]amino]-1-oxido-pyridin-1-ium-2-carboxamid FC=1C(=C(C=CC1F)[C@H]1[C@@H](O[C@]([C@@H]1C)(C(F)(F)F)C)C(=O)NC1=CC(=[N+](C=C1)[O-])C(=O)N)O